(1-benzoylpiperidin-4-yl)(2-hydroxy-3,5-dimethylphenyl)methanone C(C1=CC=CC=C1)(=O)N1CCC(CC1)C(=O)C1=C(C(=CC(=C1)C)C)O